3-benzyl-4-bromo-1H-indazole C(C1=CC=CC=C1)C1=NNC2=CC=CC(=C12)Br